C(C)O[Si](CCCC1C(=O)OC(C1)=O)(OCC)OCC 3-(triethoxysilyl)propylbutanedioic anhydride